CSC1(CC1)OC(CC=O)=O [1-(methylsulfanyl) cyclopropyl]-3-oxopropionate